ClC1=CC=2CN(C[C@H](OC2C2=CC=CC=C12)CC)CC=1C=C(C=CC1C)C(C(C(=O)O)(C)C)C1=C(C2=C(N(N=N2)C)C=C1)C 3-(3-(((R)-7-chloro-2-ethyl-2,3-dihydronaphtho[2,1-f][1,4]oxazepin-4(5H)-yl)methyl)-4-methylphenyl)-3-(1,4-dimethyl-1H-benzo[d][1,2,3]triazol-5-yl)-2,2-dimethylpropanoic Acid